6-(4-(pyrene-2-yl)phenyl)-1,3,5-triazine-2,4-diamine C1=C(C=C2C=CC3=CC=CC4=CC=C1C2=C34)C3=CC=C(C=C3)C3=NC(=NC(=N3)N)N